8-cyclobutoxy-2-(1-methyl-1H-pyrazol-4-yl)-1,6-naphthyridine C1(CCC1)OC=1C=NC=C2C=CC(=NC12)C=1C=NN(C1)C